5-(4-(2-chloroacetamido)-2-fluoro-6-methoxyphenyl)-3-(1-methyl-1H-pyrazol-4-yl)-1H-pyrazolo[3,4-c]Pyridine-1-carboxylic acid tert-butyl ester C(C)(C)(C)OC(=O)N1N=C(C=2C1=CN=C(C2)C2=C(C=C(C=C2OC)NC(CCl)=O)F)C=2C=NN(C2)C